(4-methylphenyl)-4[3H]quinazolinone CC1=CC=C(C=C1)C1=NC2=CC=CC=C2C(N1)=O